C=1N=CN2C1C=CC(=C2)S(=O)(=O)N imidazo[1,5-a]pyridin-6-sulfonamide